C(C1CO1)N(C=1C(=CC=CC1)C)CC1CO1 N,N-diglycidyl-toluidine